1,1,1-trifluoro-3-(3-(4-fluorophenyl)-5-(hydroxymethyl)-1H-pyrazol-1-yl)propan-2-ol FC(C(CN1N=C(C=C1CO)C1=CC=C(C=C1)F)O)(F)F